N-(3-aminopropyl)-3-(6-methyl-1H-benzo[d]imidazol-2-yl)-1H-indazole-5-carboxamide NCCCNC(=O)C=1C=C2C(=NNC2=CC1)C1=NC2=C(N1)C=C(C=C2)C